C(C)(C)(C)OC(=O)N1CC(CC1)(OC)C#CC1=C(C=C2C(=NC=NC2=C1)NC1=C(C(=CC=C1)Cl)F)[N+](=O)[O-] 3-[2-[4-(3-chloro-2-fluoro-anilino)-6-nitro-quinazolin-7-yl]ethynyl]-3-methoxy-pyrrolidine-1-carboxylic acid tert-butyl ester